N,N'-Dimethylethylendiamin CNCCNC